FC1=C2C(=NN=C(C2=C(C(=C1F)F)F)Cl)C=1SC=CC1 5,6,7,8-tetrafluoro-1-chloro-4-(2-thienyl)phthalazine